1-benzyl-5-(trifluoromethyl)triazole tert-butyl-1H-pyrazol-4-ylcarbamate C(C)(C)(C)N(C(O)=O)C=1C=NNC1.C(C1=CC=CC=C1)N1N=NC=C1C(F)(F)F